1-(2,4-difluoro-5-methylphenyl)-N-methylmethanamine FC1=C(C=C(C(=C1)F)C)CNC